[2-(4,7-dichloroindol-1-yl)-1-methyl-propyl] (2S)-2-[(3-acetoxy-4-methoxy-pyridine-2-carbonyl)amino]propanoate C(C)(=O)OC=1C(=NC=CC1OC)C(=O)N[C@H](C(=O)OC(C(C)N1C=CC2=C(C=CC(=C12)Cl)Cl)C)C